CO[C@H]1OC(C2=NC(=CC=C21)NC2=NC=C(C(=C2)N[C@H](CO)C2=CC=CC=C2)C2=NC(=NO2)C21CCN(CC2)CC1)(C)C (S)-2-((2-(((S)-5-methoxy-7,7-dimethyl-5,7-dihydrofuro[3,4-b]pyridin-2-yl)amino)-5-(3-(quinuclidin-4-yl)-1,2,4-oxadiazol-5-yl)pyridin-4-yl)amino)-2-phenylethan-1-ol